6-chloro-7-(1-methylpyrazol-3-yl)-1H-indole-3-sulfonyl chloride ClC1=CC=C2C(=CNC2=C1C1=NN(C=C1)C)S(=O)(=O)Cl